COC1=C(C=C(C=C1)\C=C/C1=CC(=C(C(=C1)OC)OC)OC)Br (Z)-2-methoxy-5-(3,4,5-trimethoxystyryl)bromobenzene